[Ca+2].O=C1CC(CC(C1C(CC)=O)=O)C(=O)[O-].O=C1CC(CC(C1C(CC)=O)=O)C(=O)[O-] 3,5-dioxo-4-propionyl-cyclohexanecarboxylic acid calcium salt